C(C1=CC=CC=C1)OC(=O)N[C@H](C(=O)N[C@H](C(=O)O)CC(C)C)CC(C(F)F)(C)C (S)-2-((S)-2-(Benzyloxycarbonylamino)-5,5-difluoro-4,4-dimethylpentanoylamino)-4-methylpentanoic acid